ClC=1C(=NC=CC1C=1OC2=C(N1)C=C(C=C2C#N)CN2CCC(CC2)C(=O)O)C2=C(C(=CC=C2)NC=2N=CC=C1C=C(C=NC21)CN2CC(CC2)O)C (2-(3-chloro-2-(3-((3-((3-hydroxypyrrolidin-1-yl)methyl)-1,7-naphthyridin-8-yl)amino)-2-methylphenyl)pyridin-4-yl)-7-cyanobenzo[d]oxazol-5-yl)methylpiperidine-4-carboxylic acid